N-p-toluenesulfonyl-L-(+)-glutamic acid monosodium salt [Na+].CC1=CC=C(C=C1)S(=O)(=O)N[C@@H](CCC(=O)O)C(=O)[O-]